ClC=1C(=CC(=C(CNCCNC(C)=O)C1)OCC1=CC(=CC=C1)C#N)OCC1=C(C(=CC=C1)C1=C2CCN(C2=CC=C1)CCCN1CC(CC1)F)C N-(2-(5-Chloro-2-(m-cyanobenzyloxy)-4-(3-(1-(3-(3-fluoropyrrolidin-1-yl)propyl)indoline-4-yl)-2-Methylbenzyloxy)benzylamino)ethyl)acetamide